(6-(1-hydroxyethyl)quinoline-4-carbonyl)glycine OC(C)C=1C=C2C(=CC=NC2=CC1)C(=O)NCC(=O)O